oct-4-ene-1,8-dinitrile C(CCC=CCCC#N)#N